[Si](C)(C)(C(C)(C)C)OC1CC(C1)/C(=N/OC(CCl)=O)/N (Z)-3-(tert-Butyldimethylsilyloxy)-N'-(2-chloroacetyloxy)cyclobutanecarboxamidine